(1S)-1-[3-(trifluoromethyl)phenyl]ethanamine hydrochloride Cl.FC(C=1C=C(C=CC1)[C@H](C)N)(F)F